C(CCC\C=C\CCC)=O (E)-5-nonenal